4-(1-Acryloyl-1,2,5,6-tetrahydropyridin-3-yl)-3-chloro-5-fluoro-2-methyl-1H-indole-7-carboxamide C(C=C)(=O)N1CC(=CCC1)C1=C2C(=C(NC2=C(C=C1F)C(=O)N)C)Cl